2-(4-(2-((4-(Bis((9Z,12Z)-2-hydroxyoctadeca-9,12-dien-1-yl)amino)butyl)disulfaneyl)ethyl)piperazin-1-yl)ethyl 5-(bis((9Z,12Z)-2-hydroxyoctadeca-9,12-dien-1-yl)amino)pentanoate OC(CN(CCCCC(=O)OCCN1CCN(CC1)CCSSCCCCN(CC(CCCCCC\C=C/C\C=C/CCCCC)O)CC(CCCCCC\C=C/C\C=C/CCCCC)O)CC(CCCCCC\C=C/C\C=C/CCCCC)O)CCCCCC\C=C/C\C=C/CCCCC